3-mercapto-1H-1,2,4-triazole SC1=NNC=N1